4-((2-((3R,4R)-3-amino-4-fluoro-1-piperidinyl)-4,6-difluoro-1H-benzimidazol-1-yl)methyl)benzonitrile N[C@@H]1CN(CC[C@H]1F)C1=NC2=C(N1CC1=CC=C(C#N)C=C1)C=C(C=C2F)F